2-methyl-N-[(1R)-1-[3-[3-[methyl-[2-(methylamino)ethyl]carbamoyl]phenyl]phenyl]ethyl]-5-(4-methylpiperazin-1-yl)benzamide CC1=C(C(=O)N[C@H](C)C2=CC(=CC=C2)C2=CC(=CC=C2)C(N(CCNC)C)=O)C=C(C=C1)N1CCN(CC1)C